COC1=CC(=C(C=C1)S(=O)(=O)N1CCC(CC1)C=1C(=CC=2N(N1)N=CN2)C)C 6-(1-((4-methoxy-2-methylphenyl)sulfonyl)piperidin-4-yl)-7-methyl-[1,2,4]triazolo[1,5-b]pyridazine